(R)-4-(3-(4-oxoquinazolin-3(4H)-yl)piperidin-1-yl)-2-(pyridin-3-yl)-1H-indole-7-carbonitrile O=C1N(C=NC2=CC=CC=C12)[C@H]1CN(CCC1)C1=C2C=C(NC2=C(C=C1)C#N)C=1C=NC=CC1